FC1=CC=C(C=C1)NC1=NC=C(C(=O)NOC)C(=C1)NC1=C(C=CC=C1)N(S(=O)(=O)C)C 6-((4-Fluorophenyl)amino)-N-methoxy-4-((2-(N-methylmethylsulfonamido)phenyl)amino)nicotinamide